C1(=CC=CC=C1)C(C(C(=O)OCC(CO)(CO)CO)(C1=CC=CC=C1)C1=CC=CC=C1)(CCCCC\C=C/CCCCCCCC)C1=CC=CC=C1 pentaerythritol tetraphenyl-oleate